1-[(11-bromoundecyl)oxy]-2,3-difluoro-4-(4-pentylcyclohexyl)benzene BrCCCCCCCCCCCOC1=C(C(=C(C=C1)C1CCC(CC1)CCCCC)F)F